(4-amino-7-chloroimidazo[1,5-a]quinoxalin-8-yl)((1R,5S)-7-chloro-9-fluoro-1,3,4,5-tetrahydro-2H-1,5-methanobenzo[c]azepin-2-yl)methanone NC=1C=2N(C3=CC(=C(C=C3N1)Cl)C(=O)N1[C@H]3C4=C([C@@H](CC1)C3)C=C(C=C4F)Cl)C=NC2